C1(CC1)[C@@H](C)NC1=NC(=NC(=N1)NC(C)C1=CC(=CC=C1)F)C1=NC(=CC=C1)C(F)(F)F N2-((R)-1-cyclopropylethyl)-N4-(1-(3-fluorophenyl)ethyl)-6-(6-(trifluoromethyl)pyridin-2-yl)-1,3,5-triazine-2,4-diamine